ClC1=CC=C(C=C1)NC(=O)NCC1=CC=C(C=C1)[N+](=O)[O-] 1-(4-chlorophenyl)-3-(4-nitrobenzyl)urea